N=1C=C(N2C1C=CC=C2)[C@H](CNS(=O)(=O)C2=CC=C1C=CNC1=C2)N2CCCC2 (S)-N-(2-(imidazo[1,2-a]pyridin-3-yl)-2-(pyrrolidin-1-yl)ethyl)-1H-indole-6-sulfonamide